C(C)(C)(C)C=1C=C(C=C(C1)C1=CC=CC=C1)C1=CC=CC=C1 5'-(tert-butyl)-[1,1':3',1''-terphenyl]